BrC1=CC=C2C(=C(C(N(C2=C1)C)=O)C#N)N1CC[C@@H](CCC1)C1=CC=CC=C1 |r| (Rac)-7-bromo-1-methyl-2-oxo-4-[4-phenylazepan-1-yl]-1,2-dihydroquinoline-3-carbonitrile